N-{6-[(2-amino-4-fluorophenyl)amino]-6-oxohexyl}-3-[4-(p-tolylamino)phenyl]-1H-pyrazole-5-carboxamide NC1=C(C=CC(=C1)F)NC(CCCCCNC(=O)C1=CC(=NN1)C1=CC=C(C=C1)NC1=CC=C(C=C1)C)=O